CC=1OC2=C(N1)C=C(C=C2)OC=2N=NC(=CC2)N2CCNCC2 2-methyl-5-((6-(piperazin-1-yl)pyridazin-3-yl)oxy)-benzo[d]oxazole